C(C)(=O)N1CCN(CC1)C1CCN(CC1)C=1C=C2C(=NC(=NC2=CC1OC)C)N[C@H](C)C=1C(=C(C#N)C=CC1)C (R)-3-(1-((6-(4-(4-acetylpiperazin-1-yl)piperidin-1-yl)-7-methoxy-2-methylquinazolin-4-yl)amino)ethyl)-2-methylbenzonitrile